N-((R)-2-fluoro-3-hydroxy-3-methylbutyl)-2-(3-fluoropyridin-4-yl)-7-((2-(tetrahydro-2H-pyran-2-yl)ethyl)amino)pyrazolo[1,5-a]pyrimidine-6-carboxamide F[C@H](CNC(=O)C=1C=NC=2N(C1NCCC1OCCCC1)N=C(C2)C2=C(C=NC=C2)F)C(C)(C)O